ClC1=CC(=C(C=C1)C1=C(N(N=N1)CC)CN1N=CC(=CC1=O)C1=CC=CC(=N1)C#N)F 6-[1-[[5-(4-chloro-2-fluoro-phenyl)-3-ethyl-triazol-4-yl]methyl]-6-oxo-pyridazin-4-yl]pyridine-2-carbonitrile